OCCC=1C=C(C=CC1[N+](=O)[O-])N1CCN(CC1)C(=O)OCC1=CC=CC=C1 benzyl 4-(3-(2-hydroxyethyl)-4-nitrophenyl)piperazine-1-carboxylate